(R)-2-(1-((7H-purin-6-yl)amino)-2-methylpropyl)-5-chloro-3-phenylquinazolin-4(3H)-one hydrochloride salt Cl.N1=CN=C2N=CNC2=C1N[C@H](C(C)C)C1=NC2=CC=CC(=C2C(N1C1=CC=CC=C1)=O)Cl